FC=1C=C(C(=O)C2=CC=C(C=C2)Cl)C=CC1 3-fluoro-4'-chlorobenzophenone